C(C)OC=1N=C(C=2N=CN([C@H]3[C@H](O)[C@H](O)[C@@H](C(O)C(=O)[O-])O3)C2N1)O.[Na+].[Na+].C(C)OC=1N=C(C=2N=CN([C@H]3[C@H](O)[C@H](O)[C@@H](C(O)C(=O)[O-])O3)C2N1)O Disodium 2-Ethoxy-5'-inosinate